C(CCC)C(C(=O)[O-])CCCCCC 2-butyl-octanoat